(R)-8-(4-chloro-2-fluorophenyl)-2,3-dimethyl-6-(6-(1-methyl-1H-pyrazol-4-yl)-5-oxa-8-azaspiro[3.5]non-8-yl)pyrimido[5,4-d]pyrimidin-4(3H)-one ClC1=CC(=C(C=C1)C1=NC(=NC2=C1N=C(N(C2=O)C)C)N2C[C@H](OC1(CCC1)C2)C=2C=NN(C2)C)F